4-(5-(3-((2-(3-carboxypropanoyl)-6-methoxybenzo[b]thiophen-5-yl)oxy)propoxy)-6-methoxyisoindolin-2-yl)-4-oxobutanoic acid C(=O)(O)CCC(=O)C1=CC2=C(S1)C=C(C(=C2)OCCCOC=2C=C1CN(CC1=CC2OC)C(CCC(=O)O)=O)OC